NC1CCC(CC1)C(=O)O 4-(amino)cyclohexanecarboxylic acid